5-Chloro-N-[(1S)-2-hydroxy-1-{3-[4-(trifluoromethyl)phenyl]-1,2,4-oxadiazol-5-yl}ethyl]thiophen-2-carboxamid ClC1=CC=C(S1)C(=O)N[C@@H](CO)C1=NC(=NO1)C1=CC=C(C=C1)C(F)(F)F